C(C)(=O)N(C=1SC(=C(N1)C(=O)NC1C(CC1)(C)C)C)C=1C=NSC1 2-[acetyl(isothiazol-4-yl)amino]-N-(2,2-dimethylcyclobutyl)-5-methyl-thiazole-4-carboxamide